5-chloro-4-[(2s,5s)-2,5-dimethylpiperazin-1-yl]-2-(4-pyridinyl)-1H-pyrimidin-6-one ClC1=C(N=C(NC1=O)C1=CC=NC=C1)N1[C@H](CN[C@H](C1)C)C